BrC1=CC=C(CC2(C(N(C3=CC=CC=C23)C)=O)F)C=C1 3-(4-bromobenzyl)-3-fluoro-1-methylindolin-2-one